([(9H-fluoren-9-ylmethoxy)carbonyl]amino)-3-methylbutanoic acid C1=CC=CC=2C3=CC=CC=C3C(C12)COC(=O)NC(C(=O)O)C(C)C